N-Methyl-5-(N-(2-((4-(pyridin-3-yl)benzyl)amino)ethyl)sulfamoyl)picolinamide CNC(C1=NC=C(C=C1)S(NCCNCC1=CC=C(C=C1)C=1C=NC=CC1)(=O)=O)=O